O=C1NC(CCC1C=1C=C(C=CC1)NC[C@H]1N(CCC1)C(=O)OC(C)(C)C)=O tert-butyl (2S)-2-(((3-(2,6-dioxopiperidin-3-yl)phenyl)amino)methyl)pyrrolidine-1-carboxylate